5-{2-[(1E)-1-[(4-phenoxyphenyl)methylidene]-1H-inden-3-yl]ethyl}-1H-1,2,3,4-tetrazole O(C1=CC=CC=C1)C1=CC=C(C=C1)\C=C\1/C=C(C2=CC=CC=C12)CCC1=NN=NN1